3-(5-(hexahydropyrrolo[3,2-b]pyrrol-1(2H)-yl)pyridin-2-yl)-3-methylpiperidine-2,6-dione N1(C2C(CC1)NCC2)C=2C=CC(=NC2)C2(C(NC(CC2)=O)=O)C